Methyl-4-[(3,3,4-trimethyl-1,1-dioxido-2,3-dihydro-1-benzothiophen-5-yl)carbonyl]-1H-pyrazol-5-yl-propan-1-sulfonat CC(CC)(S(=O)(=O)[O-])C1=C(C=NN1)C(=O)C=1C=CC2=C(C(CS2(=O)=O)(C)C)C1C